(9H-fluoren-9-yl)methyl [(2S)-1-(4-aminopiperidin-1-yl)-6-({[(9H-fluoren-9-yl)methoxy]carbonyl} amino)-1-oxohexane-2-yl]carbamate NC1CCN(CC1)C([C@H](CCCCNC(=O)OCC1C2=CC=CC=C2C=2C=CC=CC12)NC(OCC1C2=CC=CC=C2C=2C=CC=CC12)=O)=O